FC=1C(=C(C=NC1)O)[Si](CC)(CC)CC 5-fluoro-4-(triethylsilyl)pyridin-3-ol